1-(6-((4-(2-chloro-6-(1H-pyrazol-1-yl)pyridin-3-yl)piperazin-1-yl)methyl)pyrimidin-4-yl)-3-ethylurea ClC1=NC(=CC=C1N1CCN(CC1)CC1=CC(=NC=N1)NC(=O)NCC)N1N=CC=C1